FC(OC1=C(C(=CC=C1)F)C1=CC(=NC=C1C(=O)NC=1SC(=NN1)OCC1=NC=C(N=C1)CO)C)F 4-(2-(difluoromethoxy)-6-fluorophenyl)-N-(5-((5-(hydroxymethyl)pyrazin-2-yl)methoxy)-1,3,4-thiadiazol-2-yl)-6-methylnicotinamide